N-[4-(3-Cyanophenyl)-5-[2-(fluoromethyl)-6-methyl-4-pyridyl]thiazol-2-yl]-2-oxa-6-azaspiro[3.3]heptan-6-carboxamid C(#N)C=1C=C(C=CC1)C=1N=C(SC1C1=CC(=NC(=C1)C)CF)NC(=O)N1CC2(COC2)C1